2-((6,7-dihydro-4H-pyrano[4,3-d]thiazol-2-yl)amino)-1-methyl-1H-benzo[d]imidazole-5-carboxylic acid methyl ester COC(=O)C1=CC2=C(N(C(=N2)NC=2SC3=C(N2)CCOC3)C)C=C1